COCCCNC(=O)OCC1CCN(CC1)C=1SC=C(N1)C(=O)OCC Ethyl 2-(4-((((3-methoxypropyl)carbamoyl)oxy)methyl)piperidin-1-yl)thiazole-4-carboxylate